C1C(CC2=CC=CC=C12)CN1[C@H](C(C(C(C1)O)O)O)CO (S)-1-((2,3-dihydro-1H-inden-2-yl)methyl)-2-(hydroxymethyl)piperidine-3,4,5-triol